(2-amino-6-fluoro-5-(4-(piperidin-2-yl)phenyl)pyridin-3-yl)-3,4-dihydroisoquinolin-1(2H)-one NC1=NC(=C(C=C1N1C(C2=CC=CC=C2CC1)=O)C1=CC=C(C=C1)C1NCCCC1)F